CC(CC(C)(C)C)(C)OOC(C(=O)O)(CCCC)CC.NC(C)N=CC(C(=O)N)(C(CC([C@@H](NC(CCCCCCC\C=C/CCCCCCCC)=O)CS)=O)N)C(CC([C@@H](NC(CCCCCCC\C=C/CCCCCCCC)=O)CS)=O)N (1-aminoethyl)iminobis[N-oleoylcysteinoyl-1-aminoethyl]propionamide 1,1,3,3-Tetramethylbutylperoxy-2-ethylhexanoate